(S)-N4-(sec-butyl)-5-chloro-N2-(2-methoxy-4-(methylsulfonyl)phenyl)-7H-pyrrolo[2,3-d]pyrimidine-2,4-diamine [C@H](C)(CC)NC=1C2=C(N=C(N1)NC1=C(C=C(C=C1)S(=O)(=O)C)OC)NC=C2Cl